3-(4,4-difluoro-3,3-dimethylisoquinolin-1-yl)quinoline FC1(C(N=C(C2=CC=CC=C12)C=1C=NC2=CC=CC=C2C1)(C)C)F